Methyl 3-(3-(((2,4-dimethoxyphenyl)carbamoyl)oxy) azetidin-1-yl)-2-(1H-pyrrol-1-yl)benzoate COC1=C(C=CC(=C1)OC)NC(=O)OC1CN(C1)C=1C(=C(C(=O)OC)C=CC1)N1C=CC=C1